6-[[[(1S,3S)-3-(5,6,7,8-tetrahydro-[1,2,4]triazolo[1,5-a]pyridin-2-ylamino)cyclopentyl]amino]-3-pyridinyl]pyridin-2-one N=1C(=NN2C1CCCC2)N[C@@H]2C[C@H](CC2)NC2=NC=CC=C2C2=CC=CC(N2)=O